CC1=C(C=NN1CC(F)(F)F)[N+](=O)[O-] 5-methyl-4-nitro-1-(2,2,2-trifluoroethyl)pyrazole